BrC1=C(C=CC(=C1)Cl)C1(C(C(NC1CC(C)(C)C)C(=O)OC(C)(C)C)C1=C(C(=CC=C1)Cl)F)C#N tert-butyl 4-(2-bromo-4-chlorophenyl)-3-(3-chloro-2-fluorophenyl)-4-cyano-5-neopentylpyrrolidine-2-carboxylate